Ammonium maleat C(\C=C/C(=O)[O-])(=O)[O-].[NH4+].[NH4+]